C(C)(C)(C)OO tertbutyl hydrogen peroxide